5-(trifluoromethoxymethyl)tetrahydrofuran-2-carboxylic acid FC(OCC1CCC(O1)C(=O)O)(F)F